Tri(2,3,3-trimethyl-1-butyl)citrat CC(CC(C(C(C(=O)[O-])(CC(C(C)(C)C)C)CC(C(C)(C)C)C)(O)C(=O)[O-])C(=O)[O-])C(C)(C)C